P(=O)(OCC)(OCC1=CC(=CC=C1)OC)[O-] ethyl (m-methoxyphenyl)methyl phosphate